3-(5-(2-(4-(2-(((1s,3s)-adamantan-1-yl)amino)ethyl)piperazin-1-yl)ethyl)-2-methyl-4-oxoquinazolin-3(4H)-yl)piperidine-2,6-dione C12(CC3CC(CC(C1)C3)C2)NCCN2CCN(CC2)CCC2=C3C(N(C(=NC3=CC=C2)C)C2C(NC(CC2)=O)=O)=O